I\C(\C(=O)OCC)=C\C ethyl (E)-2-iodo-2-buteneoate